2,2-dimethyl-3-(pivaloyloxy)-propyl 3-(2-(dimethylamino)-ethyl)-5-methoxy-1H-indole-1-carboxylate formate C(=O)O.CN(CCC1=CN(C2=CC=C(C=C12)OC)C(=O)OCC(COC(C(C)(C)C)=O)(C)C)C